C(C1=CC=CC=C1)(C1=CC=CC=C1)(C1=CC=CC=C1)N[C@@H](CS)C(=O)O Tritylcystein